(2E)-3-(3,4-Dimethoxyphenyl)-3-(4-fluorophenyl)-1-(4-morpholinyl)-2-propen-1-one COC=1C=C(C=CC1OC)/C(=C/C(=O)N1CCOCC1)/C1=CC=C(C=C1)F